CC1(CN(CC1=O)C(=O)OC(C)(C)C)C tert-butyl 3,3-dimethyl-4-oxopyrrolidine-1-carboxylate